ClC1=C(C=CC=C1)CN1CC=C2N1CC[C@H](C(N2C)=O)C2=NC(=NN2)C(=O)NC2CC2 1-[(2-chlorophenyl)methyl]-N-(6S)-2-cyclopropyl-4-methyl-5-oxo-7,8-dihydro-6H-pyrazolo[1,5-a][1,3]diazepin-6-yl-1,2,4-triazole-3-carboxamide